ethylene-bis(alpha-methylstyrene) C(CC=C(C1=CC=CC=C1)C)C=C(C1=CC=CC=C1)C